2,2'-bis(trifluoromethyl)-4,4'-diaminylbiphenyl FC(C1=C(C=CC(=C1)N)C1=C(C=C(C=C1)N)C(F)(F)F)(F)F